FCCC1=NN2C(N=C(C=C2)N)=C1N (2-fluoroethyl)pyrazolo[1,5-a]Pyrimidine-3,5-diamine